C(C)(C)(C)OC(CN1CCN(CC1)C1=CC=C2C(=NN(C2=C1)C)N1C(NC(CC1)=O)=O)=O 2-[4-[3-(2,4-Dioxohexahydropyrimidin-1-yl)-1-methyl-indazol-6-yl]piperazin-1-yl]acetic acid tert-butyl ester